2-isopropyl-1,2,3,4-tetrahydroisoquinolin C(C)(C)N1CC2=CC=CC=C2CC1